NC1(CCC=2N(C1)N=CC2)C#N 6-amino-4,5,6,7-tetrahydropyrazolo[1,5-a]pyridine-6-carbonitrile